ClC1=C(C=CC=C1C(=O)N1CCOCC1)NC1=C(C=C(C(=O)OC)C=C1)C(C)(C)O methyl 4-{[2-chloro-3-(morpholine-4-carbonyl)phenyl]amino}-3-(2-hydroxypropan-2-yl)benzoate